C1(=CC=CC=C1)C1(CC1)CO (1-phenylcyclopropyl)methanol